N(N)C(=O)C=1C=C(C(=O)O)C=C(C1)C(=O)NN 3,5-dihydrazinocarbonylbenzoic acid